2-(2-hydroxypropane-2-yl)-5-methylcyclohexanol OC(C)(C)C1C(CC(CC1)C)O